C(C)(C)(C)OC(=O)N1CCC(CC1)(F)C#CC1=CC(=NC(=C1)C)C(=O)OC methyl 4-((1-(tert-butoxycarbonyl)-4-fluoropiperidin-4-yl) ethynyl)-6-methylpicolinate